ClC=1C=CC(=C(C1)[C@H](CCN([C@@H](C(=O)O)C1=C(C(=C(C=C1)F)C)C1CCC(CC1)OC1CC1)C)CCN1CC(CC1)(C)C)C (R)-2-(((S)-3-(5-chloro-2-methylphenyl)-5-(3,3-dimethylpyrrolidin-1-yl)pentyl)(methyl)amino)-2-(2-((1r,4R)-4-cyclopropoxycyclohexyl)-4-fluoro-3-methylphenyl)acetic acid